5-(4-((4-cyanobenzyl)oxy)phenyl)-2-oxo-6-(trifluoromethyl)-1,2-dihydropyridine-3-carboxamide C(#N)C1=CC=C(COC2=CC=C(C=C2)C=2C=C(C(NC2C(F)(F)F)=O)C(=O)N)C=C1